4-(Trifluoromethyl)benzaldehyde-O-(1-methyl-1H-imidazole-2-carbonyl) oxime CN1C(=NC=C1)C(=O)ON=CC1=CC=C(C=C1)C(F)(F)F